ON(C(C(C)(C)C)=O)CC1=CC=C(C=C1)NC1=C(C=C(C=C1F)F)F N-hydroxy-N-(4-((2,4,6-trifluorophenyl)amino)benzyl)pivalamide